OCC=1C=C(C=CC1C)C(C(C(=O)OC)(C)C)C1=C(C=2N(C=C1)C(=NN2)C(F)(F)F)C methyl 3-(3-(hydroxymethyl)-4-methylphenyl)-2,2-dimethyl-3-(8-methyl-3-(trifluoromethyl)-[1,2,4]triazolo[4,3-a]pyridine-7-yl)propanoate